ClC1=C(C=CC=C1F)C#CC1CN(C1)C(=O)N1C[C@@H]2[C@@H](OCC(N2)=O)CC1 (4aR,8aS)-6-(3-((2-Chloro-3-fluorophenyl)ethynyl)azetidine-1-carbonyl)hexahydro-2H-pyrido[4,3-b][1,4]oxazin-3(4H)-one